3-Cyclobutyl-1-(3,3-difluoro-4-hydroxy-1-azaspiro[4.4]nonen-1-yl)acetone C1(CCC1)CC(CN1CC(C(C12C=CCC2)O)(F)F)=O